2,3-Dihydro-2-[[5-(3-nitrophenyl)-2-furanyl]methylene]-1H-inden-1-one [N+](=O)([O-])C=1C=C(C=CC1)C1=CC=C(O1)C=C1C(C2=CC=CC=C2C1)=O